4-(Benzyloxy)-7-bromo-8-fluoro-2-(((2R,7aS)-2-fluorotetrahydro-1H-pyrrolizin-7a(5H)-yl)methoxy)quinazoline C(C1=CC=CC=C1)OC1=NC(=NC2=C(C(=CC=C12)Br)F)OC[C@]12CCCN2C[C@@H](C1)F